((4-oxo-2-thioxo-2,3,4,5-tetrahydro-1H-pyrrolo[3,2-d]pyrimidin-1-yl)methyl)hexahydrocyclopenta[c]pyrrole-2(1H)-carboxylic acid O=C1C2=C(N(C(N1)=S)CC1N(CC3C1CCC3)C(=O)O)C=CN2